N-(2-(7-methoxynaphthalen-1-yl)ethyl)-N-methylpropan-2-amine hydrochloride Cl.COC1=CC=C2C=CC=C(C2=C1)CCN(C(C)C)C